(rac)-2'-[6-amino-5-(trifluoromethyl)pyridin-3-yl]-N-[(pyridazin-4-yl)methyl]-5',6'-dihydrospiro[pyrrolidine-3,4'-pyrrolo[1,2-b]pyrazole]-1-carboxamide NC1=C(C=C(C=N1)C=1C=C2N(N1)CC[C@]21CN(CC1)C(=O)NCC1=CN=NC=C1)C(F)(F)F |r|